ClC1=C(C=CC=C1)[C@H](C)NC1=C(C=C(C(=O)N[C@H](C)\C=C\S(=O)(=O)C)C=C1F)F 4-(((S)-1-(2-Chlorophenyl)ethyl)amino)-3,5-difluoro-N-((R,E)-4-(methylsulfonyl)but-3-en-2-yl)benzamide